(2S,4R)-9-(1-{(2R)-2-amino-3-[(2-aminoethyl)amino]-2-methyl-3-oxopropyl}azetidin-3-yl)oxy-5,5-dihydroxy-6-oxa-5-boranuidatricyclo[5.4.0.02,4]undeca-1(7),8,10-triene-8-carboxylate N[C@](CN1CC(C1)OC1=C(C=2O[B-]([C@@H]3C[C@@H]3C2C=C1)(O)O)C(=O)[O-])(C(=O)NCCN)C